2-bromo-4-chloro-6-fluorobenzonitrile BrC1=C(C#N)C(=CC(=C1)Cl)F